N[C@H]1CS(C2=C(N(C1=O)CC1=CC=C(C=C1)OC1=CC(=CC(=C1)OC)Cl)C=C(C=C2)C=2OC(=NN2)C(C)(S(=O)(=O)C)C)(=O)=O (3R)-3-amino-5-[[4-(3-chloro-5-methoxy-phenoxy)phenyl]methyl]-7-[5-(1-methyl-1-methylsulfonyl-ethyl)-1,3,4-oxadiazol-2-yl]-1,1-dioxo-2,3-dihydro-1λ6,5-benzothiazepine-4-One